(R)-8-(6-amino-5-(2,3-dichlorophenyl)-3-(1,3,4-oxadiazol-2-yl)pyrazin-2-yl)-8-azaspiro[4.5]decan NC1=C(N=C(C(=N1)N1CCC2(CCCC2)CC1)C=1OC=NN1)C1=C(C(=CC=C1)Cl)Cl